C=1(C(=CC=CC1)B(O)O)C1=CC=CC=C1 Biphenyl-boronic acid